tert-Butyl 2-(4-(4-(3-oxa-8-azabicyclo[3.2.1]octan-8-ylmethyl)benzyloxy)-1-oxoisoindolin-2-yl)-5-amino-5-oxopentanoate C12COCC(CC1)N2CC2=CC=C(COC1=C3CN(C(C3=CC=C1)=O)C(C(=O)OC(C)(C)C)CCC(=O)N)C=C2